lithium nickel cobalt manganese water O.[Mn].[Co].[Ni].[Li]